2-(4-((6-((4-cyano-2-fluorophenoxy)methyl)pyridin-2-yl)oxy)piperidin-1-yl)acetamide C(#N)C1=CC(=C(OCC2=CC=CC(=N2)OC2CCN(CC2)CC(=O)N)C=C1)F